2,3,5-trimethyl-phenol CC1=C(C=C(C=C1C)C)O